Lithium manganat [Mn](=O)(=O)([O-])[O-].[Li+].[Li+]